IC1=C(OCCC(CCC(CCC(CCC(CC(=O)O)=O)=O)=O)=O)C(=CC(=C1)I)I 14-(2,4,6-triiodophenoxy)-3,6,9,12-tetraoxomyristic acid